4-bromo-2,6-dimethoxy-benzaldehyde BrC1=CC(=C(C=O)C(=C1)OC)OC